C(=C/CCCCCC)/O 2Z-octenol